4-(2-(2-(2-isopropylphenyl)-4-(1-(4-methoxyphenyl)ethyl)piperazin-1-yl)-7-azaspiro[3.5]nonan-7-yl)benzamide C(C)(C)C1=C(C=CC=C1)C1N(CCN(C1)C(C)C1=CC=C(C=C1)OC)C1CC2(C1)CCN(CC2)C2=CC=C(C(=O)N)C=C2